1-(thiazol-2-yl)azetidin-3-ol S1C(=NC=C1)N1CC(C1)O